FC(C(=O)O)(F)F.COC1=NC(=CC=2C1=NN(C2)C)NC(=O)N2CCC=1C2=NC=CC1N1CCNC2(CC2)C1 N-(7-methoxy-2-methyl-2H-pyrazolo[3,4-c]pyridin-5-yl)-4-(4,7-diazaspiro[2.5]octan-7-yl)-2,3-dihydro-1H-pyrrolo[2,3-b]pyridine-1-carboxamide 2,2,2-trifluoroacetate